ClC=1C=C(C=CC1)C1CC(C1)O 3-(3-chlorophenyl)cyclobutanol